3-(5-(difluoromethyl)-1,3,4-thiadiazol-2-yl)-8-((3R,5R)-3,5-dimethyl-piperazin-1-yl)-N-(1-methylcyclopropyl)imidazo[1,5-a]pyridine-6-sulfonamide formate C(=O)O.FC(C1=NN=C(S1)C1=NC=C2N1C=C(C=C2N2C[C@H](N[C@@H](C2)C)C)S(=O)(=O)NC2(CC2)C)F